S1C2=C(C=C1)C=C(C=C2)CC(C)=O 1-(benzo[b]thiophen-5-yl)propan-2-one